methyl (3S)-1-[(2S)-3-(3-bromo-4-fluoro-3,6-dihydro-2H-pyridin-1-yl)-2-[(tert-butoxycarbonyl)amino]propanoyl]-1,2-diazinane-3-carboxylate BrC1CN(CC=C1F)C[C@@H](C(=O)N1N[C@@H](CCC1)C(=O)OC)NC(=O)OC(C)(C)C